(6-(4-fluoropiperidin-1-yl)pyrazolo[1,5-a]pyridin-3-yl)methanone FC1CCN(CC1)C=1C=CC=2N(C1)N=CC2C=O